C2-oxo-3-(4-(quinolin-8-yl)but-3-en-1-yl)-2,3-dihydro-1H-benzo[d]imidazole-1-carboxylic acid tert-butyl ester C(C)(C)(C)OC(=O)N1C(N(C2=C1C=CC=C2)CCC=CC=2C=CC=C1C=CC=NC21)=O